isopropylammonium diammonium [NH4+].[NH4+].C(C)(C)[NH3+]